1-(2-cyclohexyl-1-phenylethyl)-1H-pyrazole C1(CCCCC1)CC(C1=CC=CC=C1)N1N=CC=C1